3,4-epoxycyclohexyl-methyl 3,4-epoxycyclohexanecarboxylate C1(CC2C(CC1)O2)C(=O)OCC2CC1C(CC2)O1